ClC1=C(COC=2C(=NC=C(C2)C=2C=C3C(=CNC3=CC2)CN2CCCC2)N)C(=CC=C1F)F 3-(2-chloro-3,6-difluoro-benzyloxy)-5-(3-pyrrolidin-1-ylmethyl-1H-indol-5-yl)-pyridin-2-ylamine